BrC=1C=C2C(=C(C(N(C2=NC1)CCN1CCN(CC1)C)=O)C(=O)OCC)O ethyl 6-bromo-4-hydroxy-2-oxo-1-(2-(4-methylpiperazin-1-yl)ethyl)-1,2-dihydro-1,8-naphthyridine-3-carboxylate